dodecylbis(aminoethyl)glycine C(CCCCCCCCCCC)C(N(CCN)CCN)C(=O)O